O=C1NC(CCC1N1C(C2=CC=CC(=C2C1=O)NCCN1CCN(CC1)CCC(=O)N)=O)=O 3-(4-(2-((2-(2,6-dioxopiperidin-3-yl)-1,3-dioxoisoindolin-4-yl)amino)ethyl)piperazin-1-yl)propanamide